4-(5-cyano-2-methoxyphenyl)-N-(6-cyclopropylimidazo[2,1-b][1,3,4]thiadiazol-2-yl)-6-methylnicotinamide C(#N)C=1C=CC(=C(C1)C1=CC(=NC=C1C(=O)NC1=NN2C(S1)=NC(=C2)C2CC2)C)OC